DL-ascorbic acid O=C1C(O)=C(O)[C@@H](O1)[C@H](O)CO |r|